8-methyl-6-(4,4,5,5-tetramethyl-1,3,2-dioxaborolan-2-yl)tetrazolo[1,5-a]pyridine CC=1C=2N(C=C(C1)B1OC(C(O1)(C)C)(C)C)N=NN2